FC1=C(CN(C(C(CC)(C)C)=O)CC)C=CC(=C1)F N-(2,4-difluorobenzyl)-N-ethyl-2,2-dimethylbutyramide